Ethyl 5-amino-1-phenyl-1H-1,2,3-triazole-4-carboxylate NC1=C(N=NN1C1=CC=CC=C1)C(=O)OCC